4-amino-3-(2-sulfoethoxy)benzenesulfonic acid NC1=C(C=C(C=C1)S(=O)(=O)O)OCCS(=O)(=O)O